C(C=C)C1=CC(=CC=C1O)C Allyl-p-cresol